tert-butyl 3-([2-[1-([1-[(tert-butoxy)carbonyl]pyrrolidin-3-yl]sulfonyl)piperidin-4-yl]-3,4,5-trichlorophenoxy]sulfonyl)pyrrolidine-1-carboxylate C(C)(C)(C)OC(=O)N1CC(CC1)S(=O)(=O)N1CCC(CC1)C1=C(OS(=O)(=O)C2CN(CC2)C(=O)OC(C)(C)C)C=C(C(=C1Cl)Cl)Cl